tert-butyl (3-((6-bromo-1-oxophthalazin-2(1H)-yl)methyl)phenyl)carbamate tert-Butyl-(3-(bromomethyl)phenyl)carbamate C(C)(C)(C)N(C(O)=O)C1=CC(=CC=C1)CBr.BrC=1C=C2C=NN(C(C2=CC1)=O)CC=1C=C(C=CC1)NC(OC(C)(C)C)=O